tert-butyl (4-fluorophenethyl)(1-(2-((tetrahydro-2H-pyran-2-yl)oxy)ethyl)-1H-indol-6-yl)carbamate FC1=CC=C(CCN(C(OC(C)(C)C)=O)C2=CC=C3C=CN(C3=C2)CCOC2OCCCC2)C=C1